OC=1C(=C2OC(C=3C=C(C(=C4C3C2=C(C(O4)=O)C1)O)O)=O)O 2,3,7,8-tetrahydroxy-(1)-benzopyrano(5,4,3-cde)(1)benzopyran-5,10-dione